2-((2-(2,2,2-trifluoroethyl)phenyl)amino)-5-(trifluoromethyl)-benzoic acid FC(CC1=C(C=CC=C1)NC1=C(C(=O)O)C=C(C=C1)C(F)(F)F)(F)F